4-(7-(5-bromo-2-chlorophenyl)imidazo[5,1-b]thiazol-5-yl)benzonitrile BrC=1C=CC(=C(C1)C=1N=C(N2C1SC=C2)C2=CC=C(C#N)C=C2)Cl